5-chloro-2-(2-methylphenyl)[1,2,4]triazolo[1,5-c]quinazoline ClC1=NC=2C=CC=CC2C=2N1N=C(N2)C2=C(C=CC=C2)C